C[C@@H](C(=O)O)NC(=O)CCCP(=O)(O)OC1=CC=C(C=C1)[N+](=O)[O-] The molecule is an N-[4-(4-nitrophenylphospho)butanoyl]alanine that has S at the chiral carbon. It has a role as an epitope. It is a N-[4-(4-nitrophenylphospho)butanoyl]alanine and a N-acyl-L-alanine. It is an enantiomer of a N-[4-(4-nitrophenylphospho)butanoyl]-D-alanine.